[N+](=[N-])=CC(CC[C@@H](C(=O)OC(F)(F)F)NC([C@H](C)OC)=O)=O trifluoromethyl (S)-6-diazo-2-((S)-2-methoxypropanamido)-5-oxohexanoate